tert-Butyl 4-(4-(3-(ethoxycarbonyl)-6-(4-(trifluoromethyl)phenyl)naphthalen-1-yl)phenyl)-4-hydroxyazepane-1-carboxylate C(C)OC(=O)C=1C=C(C2=CC=C(C=C2C1)C1=CC=C(C=C1)C(F)(F)F)C1=CC=C(C=C1)C1(CCN(CCC1)C(=O)OC(C)(C)C)O